C(C)(C)(C)OC(=O)N1CCN(CC1)C1=NC=CC(=C1)C=1C(=C(C=C(C1)F)C1=CC(=C(C=C1)N1C(N(CC1)C)=O)Cl)OC 4-(4-(3'-chloro-5-fluoro-2-methoxy-4'-(3-methyl-2-oxoimidazolidin-1-yl)-[1,1'-biphenyl]-3-yl)pyridin-2-yl)piperazine-1-carboxylic acid tert-butyl ester